OC1=C(C=CC(=C1)C(F)(F)F)C1=NN=C(C2=CC=CC=C12)NC1CCCCC1 (1R,2S,4R)-4-((4-(2-hydroxy-4-(trifluoromethyl)phenyl)phthalazin-1-yl)amino)cyclohexane